N-(2-(Piperidin-1-yl)-4-((4-(trifluoromethyl)benzyl)amino)phenyl)octanamid N1(CCCCC1)C1=C(C=CC(=C1)NCC1=CC=C(C=C1)C(F)(F)F)NC(CCCCCCC)=O